C1(CCCC1)C(=O)N1C2CN(CC1C2)CC2=C(N=C1N2C=CC=C1)C1=CC=C(C=C1)C(C)C Cyclopentyl(3-{[2-(4-isopropylphenyl)imidazo[1,2-a]pyridin-3-yl]methyl}-3,6-diazabicyclo[3.1.1]hept-6-yl)methanone